ethyl 4-dimethylaminobenzoate (n-butoxy)ethyl-4-dimethylaminobenzoate C(CCC)OCCOC(C1=CC=C(C=C1)N(C)C)=O.CN(C1=CC=C(C(=O)OCC)C=C1)C